tert-butyl 4-(6-chloro-3-(methylcarbamoyl)pyridazin-4-ylamino)azepane-1-carboxylate ClC1=CC(=C(N=N1)C(NC)=O)NC1CCN(CCC1)C(=O)OC(C)(C)C